Cl\C=C/C(=O)NC1=CC=2C(C=3N=C(N=CC3C2C=C1)C(F)(F)F)=O (Z)-3-chloro-N-(9-oxo-2-(trifluoromethyl)-9H-indeno[2,1-d]pyrimidin-7-yl)acrylamide